C(C)(C)C1=CC=C(C=C1)C1C=2N(C3=C(CN1)C=CC=C3)C=CC2 4-(4-isopropylphenyl)-5,6-dihydro-4H-benzo[f]pyrrolo[1,2-a][1,4]diazepine